tert-butyl 3-carbamoyl-4-(4,5-dichloro-2-[[2-(trimethylsilyl)ethoxy]methoxy]phenyl)piperidine-1-carboxylate C(N)(=O)C1CN(CCC1C1=C(C=C(C(=C1)Cl)Cl)OCOCC[Si](C)(C)C)C(=O)OC(C)(C)C